ClC=1C=NC(=NC1)OC=1C=CC=C2C(=NN(C12)CCCC(F)(F)F)OC 7-(5-chloropyrimidin-2-yl)oxy-3-methoxy-1-(4,4,4-trifluorobutyl)indazole